methyl 3-(9-((4-(aminomethyl)phenyl)carbamoyl)-4,5-dihydrobenzo[b]thieno[2,3-d]oxepin-8-yl)-6-((dicyclopropylmethyl)carbamoyl)picolinate NCC1=CC=C(C=C1)NC(=O)C1=CC2=C(OCCC3=C2SC=C3)C=C1C=1C(=NC(=CC1)C(NC(C1CC1)C1CC1)=O)C(=O)OC